1-allyl-3-methylimidazole bromide salt [Br-].C(C=C)N1CN(C=C1)C